6-oxo-4-(m-tolyl)-1,6-dihydropyrimidine-5-carbonitrile O=C1C(=C(N=CN1)C=1C=C(C=CC1)C)C#N